N1N=NC(=C1)CN1C[C@@H](C(CCC1)=O)NC([C@H]([C@H](CC)C)NC(CNC(CN)=O)=O)=O (3s,6s)-N-((1H-1,2,3-triazol-4-yl)methyl)-3-((2s,3s)-2-(2-(2-aminoacetamido)acetamido)-3-methylpentanamido)-4-oxo-1,2,3,4,6,7-hexahydroazepin